C(C=C)[C@@]1(NCCC1)C(=O)OC methyl (R)-2-allylpyrrolidine-2-carboxylate